NC1=C(C=C2N=C(C(=NC2=C1C1=C(C(=CC=C1)O)C)C)C)C(=O)N (P)-7-Amino-8-(3-hydroxy-2-methylphenyl)-2,3-dimethylquinoxaline-6-carboxamide